gamma-glutamyl-butanediamine N[C@@H](CCC(=O)C(CCC)(N)N)C(=O)O